(S)-1-acetyl-N-(4-methyl-3-(((R)-1-(naphthalen-1-yl)ethyl)carbamoyl)phenyl)pyrrolidine-2-carboxamide C(C)(=O)N1[C@@H](CCC1)C(=O)NC1=CC(=C(C=C1)C)C(N[C@H](C)C1=CC=CC2=CC=CC=C12)=O